FC1=C(C(=O)C2=NNC3=NC=C(C=C32)C3=CC=C(C(=O)O)C=C3)C=CC(=C1NS(=O)(=O)C)F 4-[3-[2,4-difluoro-3-(methanesulfonamido)benzoyl]-1H-pyrazolo[3,4-b]pyridin-5-yl]benzoic acid